ethyl 1-([(tert-butoxy)carbonyl]amino)-3-oxocyclobutane-1-carboxylate C(C)(C)(C)OC(=O)NC1(CC(C1)=O)C(=O)OCC